N[C@@H](CCCCN)C(=O)O.C(C)(=O)O acetic acid L-lysine salt